4-[3-[2,6-dichloro-4-[6-(2,2-difluoroethyl)-2,6-diazaspiro[3.3]heptan-2-yl]benzoyl]-2,4-dihydro-1,3-benzoxazin-8-yl]-5-fluoro-2-(3-oxa-8-azabicyclo[3.2.1]octan-8-yl)benzoic acid ClC1=C(C(=O)N2COC3=C(C2)C=CC=C3C3=CC(=C(C(=O)O)C=C3F)N3C2COCC3CC2)C(=CC(=C1)N1CC2(C1)CN(C2)CC(F)F)Cl